[Co].[Ni].[W] tungsten nickel-cobalt